1,1-Di-tert-butyl-2,3-diphenyl-siliren C(C)(C)(C)[Si]1(C(=C1C1=CC=CC=C1)C1=CC=CC=C1)C(C)(C)C